N1(CCC1)CCCOC1=CC=C(C=N1)C1=CC=2C3=C(C=NC2C=C1)N(C(N3C(C)C)=O)C 8-[6-[3-(Azetidin-1-yl)propoxy]-3-pyridyl]-1-isopropyl-3-methylimidazo[4,5-c]chinolin-2-on